trans-3-(5-(benzyloxy)-2-methylbenzofuran-3-carboxamido)-4-fluoropyrrolidine-1-carboxylic acid tert-butyl ester C(C)(C)(C)OC(=O)N1C[C@H]([C@@H](C1)F)NC(=O)C1=C(OC2=C1C=C(C=C2)OCC2=CC=CC=C2)C